ClC1=CC=C(C=C1)C=1C=C(C(N(N1)C=1C=NC=C(C1)F)=O)C(=O)N[C@H](CO)C1CC1 6-(4-chlorophenyl)-N-[(1S)-1-cyclopropyl-2-hydroxyethyl]-2-(5-fluoropyridin-3-yl)-3-oxo-2,3-dihydropyridazine-4-carboxamide